N-(4-Fluoro-5-(((2S,4R)-2-methyl-4-((2-methyloxazolo[4,5-b]pyridin-6-yl)oxy)pyrrolidin-1-yl)methyl)thiazol-2-yl)acetamide FC=1N=C(SC1CN1[C@H](C[C@H](C1)OC=1C=C2C(=NC1)N=C(O2)C)C)NC(C)=O